({6-[(1,3-benzothiazol-2-yl)amino]-5-(methoxymethyl)-4-methylpyridazin-3-yl}amino)-1,3-thiazole-4-carboxylic acid S1C(=NC2=C1C=CC=C2)NC2=C(C(=C(N=N2)NC=2SC=C(N2)C(=O)O)C)COC